FC=1C=C2C=CC(OC2=C(C1)F)=NC=O 6,8-difluoro-N-formyl-2-imino-2H-chromen